2-allyl-6-((4-((2-hydroxy-1-phenylethyl)amino)-5-(3-(quinuclidin-4-yl)-1,2,4-oxadiazol-5-yl)pyrimidin-2-yl)amino)-1-methyl-1,2-dihydro-3H-indazol-3-one C(C=C)N1N(C2=CC(=CC=C2C1=O)NC1=NC=C(C(=N1)NC(CO)C1=CC=CC=C1)C1=NC(=NO1)C12CCN(CC1)CC2)C